3-(3-chloro-5-methylpyridin-4-yl)-7-((2-methoxy-4-(1-methylpiperidin-4-yl)phenyl)amino)-1-(5-methoxypyridin-2-yl)-3,4-dihydropyrimido[4,5-d]pyrimidin-2(1H)-one ClC=1C=NC=C(C1N1C(N(C2=NC(=NC=C2C1)NC1=C(C=C(C=C1)C1CCN(CC1)C)OC)C1=NC=C(C=C1)OC)=O)C